Cl.NCC(=O)C=1C=NC=CC1 2-amino-1-(pyridin-3-yl)ethanone hydrochloride